FC(OC1=CC=C(C2=C1N=C(O2)COC)C2=C1CCC(C1=CC=C2)=O)F 4-(4-(difluoromethoxy)-2-(methoxymethyl)benzo[d]oxazol-7-yl)-2,3-dihydro-1H-inden-1-one